ClC=1C(=NC(=CC1)C)C=1C(=NN(C1)[C@@H]1C[C@H](C1)CNC=1C=C2CN(C(C2=CC1)=O)C1C(NC(CC1)=O)=O)C1CC1 3-(5-(((trans-3-(4-(3-chloro-6-methylpyridin-2-yl)-3-cyclopropyl-1H-pyrazol-1-yl)cyclobutyl)methyl)amino)-1-oxoisoindolin-2-yl)piperidine-2,6-dione